5-ethyl-N-(6-hydroxy-4-methoxybenzo[d]isoxazol-3-yl)-2-methoxybenzenesulfonamide C(C)C=1C=CC(=C(C1)S(=O)(=O)NC1=NOC2=C1C(=CC(=C2)O)OC)OC